C(CCCCCCCCCCCCCCCCCCC=CCC=CC)(=O)O Pentacosa-20,23-dienoic acid